ClCCCN1C(N=C2C(C1=O)=CC=CN2CC=2C=NC(=CC2)Cl)=O 3-(3-chloropropyl)-8-((6-chloropyridin-3-yl)methyl)pyrido[2,3-d]pyrimidine-2,4(3H,8H)-dione